4-[4-(3-chlorophenoxy)piperidin-1-yl]-1-methyl-2-oxo-1,2-dihydroquinoline-3-carboxamide ClC=1C=C(OC2CCN(CC2)C2=C(C(N(C3=CC=CC=C23)C)=O)C(=O)N)C=CC1